N[C@@H]1[C@@H](OCC12CCN(CC2)C=2NC(C1=C(N2)NN=C1C1(CC1)C1=CC=CC=2OC(OCC21)(F)F)=O)C 6-((3S,4S)-4-amino-3-methyl-2-oxa-8-azaspiro[4.5]decan-8-yl)-3-(1-(2,2-difluorobenzo[d][1,3]dioxan-5-yl)cyclopropyl)-1,5-dihydro-4H-pyrazolo[3,4-d]pyrimidin-4-one